OCC1(CCOCC1)NC(=O)C1=C(OC2=C1C=C(C=C2)OCC=2C=NC=CC2)C N-(4-(hydroxymethyl)tetrahydro-2H-pyran-4-yl)-2-methyl-5-(pyridin-3-ylmethoxy)benzofuran-3-carboxamide